COC1=CC=C(CN(S(=O)(=O)C=2C=C(C=C3C=CC=NC23)NC(CC2=C(C=CC=C2)Cl)=O)CC2=CC=C(C=C2)OC)C=C1 N-(8-(N,N-bis(4-methoxybenzyl)sulfamoyl)quinolin-6-yl)-2-(2-chlorophenyl)acetamide